2-Amino-1-phenylpropyldiphenylphosphine NC(C(C1=CC=CC=C1)P(C1=CC=CC=C1)C1=CC=CC=C1)C